OCC(C(CO)CO)O 1,2-bis(hydroxymethyl)1,3-propanediol